C1(CC1)C1=CC2=C(C=C(O2)C(=O)NS(=O)(=O)C2=C(C=CC(=C2)CC(C)=O)OC)C(=C1)F 6-Cyclopropyl-4-fluoro-N-{[2-methoxy-5-(2-oxopropyl)phenyl]sulfonyl}benzofuran-2-carboxamide